1-Methylazetidin-3-yl 2-(5-(1-(3,5-Difluorophenyl)ethoxy)-1H-Indazol-3-yl)-4,6-Dihydropyrrolo[3,4-d]imidazol-5(1H)-Carboxylat FC=1C=C(C=C(C1)F)C(C)OC=1C=C2C(=NNC2=CC1)C1=NC2=C(N1)CN(C2)C(=O)OC2CN(C2)C